gold-Indium-tin [Sn].[In].[Au]